C(C)(C)(C)OC(=O)N[C@@]1(CN(CC1)C1=C(C(=O)O)C=CN=C1C1=CC(=CC(=C1)F)F)C (S)-3-(3-((tert-Butoxycarbonyl)amino)-3-methylpyrrolidin-1-yl)-2-(3,5-difluorophenyl)isonicotinic acid